2-(4-(4-(6-(2-hydroxyphenyl)pyridazin-4-yl)phenyl)piperazin-1-yl)acetic acid OC1=C(C=CC=C1)C1=CC(=CN=N1)C1=CC=C(C=C1)N1CCN(CC1)CC(=O)O